2-(methoxycarbonyl)isonicotinic acid methyl ester COC(C1=CC(=NC=C1)C(=O)OC)=O